ClC1=NC=2N(C(=C1)NC1=NC=C(C=C1)C=O)N=CC2C#N 5-chloro-7-((5-formylpyridin-2-yl)amino)pyrazolo[1,5-a]Pyrimidine-3-carbonitrile